BrC1=CC2=C(N(CC3=C(CCO2)C=CC=C3F)C(=O)OC(C)(C)C)N=C1NN tert-butyl 3-bromo-11-fluoro-2-hydrazino-7,12-dihydro-6H-pyrido[2,3-c][5,2]benzoxazonine-13-carboxylate